[Ru](Cl)Cl.N1=C(C=CC=C1)C1=NC=CC=C1 (2,2-Bipyridyl) Ruthenium (II) chloride